para-dodecylbenzene C(CCCCCCCCCCC)C1=CC=CC=C1